FC1=CC(=CC(=N1)N1C(C2=C(N=C(N=C2)C=2SC=CN2)CC1)C)OC 2-[6-(6-fluoro-4-methoxy-2-pyridyl)-5-methyl-7,8-dihydro-5H-pyrido[4,3-d]pyrimidin-2-yl]thiazole